(5'S,7a'R)-1-(2,5-dimethyl-1,3-oxazole-4-carbonyl)-5'-(3-fluorophenyl)tetra-hydro-3'H-spiro[piperidine-4,2'-pyrrolo[2,1-b][1,3]oxazol]-3'-one CC=1OC(=C(N1)C(=O)N1CCC2(C(N3[C@H](O2)CC[C@H]3C3=CC(=CC=C3)F)=O)CC1)C